C(C)(=O)O[C@H]1[C@@H](O[C@@H](C1)COC(C)=O)N1C2=NC(=NC=C2N(C1=O)C[C@H]1[C@@H](C1)C(=O)OCC)N Ethyl (1R,2R)-2-((9-((2R,3R,5S)-3-acetoxy-5-(acetoxymethyl)tetrahydrofuran-2-yl)-2-amino-8-oxo-8,9-dihydro-7H-purin-7-yl)methyl)cyclopropan-1-carboxylat